FC1=CC=C2C=C(C=C(C2=C1C#C[Si](C(C)C)(C(C)C)C(C)C)C1=CC=2N=C(N=C(C2C(O1)=O)N1[C@@H](CC1)C)S(=O)C)OCOC 7-[7-fluoro-3-(methoxymethoxy)-8-[2-(triisopropylsilyl)ethynyl]naphthalen-1-yl]-2-methanesulfinyl-4-[(2R)-2-methylazetidin-1-yl]pyrano[4,3-d]pyrimidin-5-one